(15R)-5-[2-chloro-6-(morpholinomethyl)-4-pyridyl]-15-methyl-11-thia-6,14,17-triazatetracyclo[8.8.0.0^2,7.0^12,18]octadeca-1(10),2(7),3,5,8,12(18)-hexaen-13-one ClC1=NC(=CC(=C1)C=1C=CC=2C=3C=4NC[C@H](NC(C4SC3C=CC2N1)=O)C)CN1CCOCC1